[PH2](OC(CCCC)(CCC)C=1SC=CC1)=S thiophenyl-(n-propyl-n-pentyl) thiophosphinate